2-(3-Fluorophenyl)-2-hydroxy-N-phenylacetamide FC=1C=C(C=CC1)C(C(=O)NC1=CC=CC=C1)O